BrC1=C(C(=CC(=C1)Cl)F)N1CC(CN(S1(=O)=O)CC(=O)NC1C2CC3(CC(CC1C3)C2)C(=O)N)C 4-(2-(6-(2-bromo-4-chloro-6-fluorophenyl)-4-methyl-1,1-dioxido-1,2,6-thiadiazinane-2-yl)acetamido)adamantane-1-carboxamide